1-(2,6-dichlorophenyl)-6-oxo-1,6-dihydropyridazine-3-carboxamide ClC1=C(C(=CC=C1)Cl)N1N=C(C=CC1=O)C(=O)N